ClC1=C(C(=CC=C1)Cl)NC=1C(C(C1NCC1=NC=C(C=C1)C1=NOC(=N1)C(F)(F)F)=O)=O 3-((2,6-dichlorophenyl)amino)-4-(((5-(5-(trifluoromethyl)-1,2,4-oxadiazol-3-yl)pyridin-2-yl)methyl)amino)cyclobut-3-ene-1,2-dione